6'-(4,4,5,5-tetramethyl-1,3,2-dioxaborolan-2-yl)spiro[benzo[c]fluorene-7,9'-xanthene] CC1(OB(OC1(C)C)C=1C=C2OC=3C=CC=CC3C3(C2=CC1)C=1C=CC=CC1C=1C2=C(C=CC13)C=CC=C2)C